COCC=1C=NC=C(C(=O)O)C1 5-methoxymethyl-nicotinic acid